C(C1=CC=CC=C1)N1CC(CC1)NC(=O)NC1=CC=CC2=CC=CC=C12 1-(1-benzylpyrrolidine-3-yl)-3-(naphthalen-1-yl)urea